(4-(hydroxymethyl)piperidin-1-yl)picolinic acid methyl ester COC(C1=NC=CC=C1N1CCC(CC1)CO)=O